ClC=1C(=NC(=NC1)N[C@@H]1CC[C@H](CC1)O)C1=CC=C2CN(C(C2=C1)=O)CC(N1CC2=CC=CC=C2CC1)=O 6-(5-chloro-2-{[trans-4-hydroxycyclohexyl]amino}pyrimidin-4-yl)-2-[2-oxo-2-(1,2,3,4-tetrahydroisoquinolin-2-yl)ethyl]-2,3-dihydro-1H-isoindol-1-one